tetradecylamine C(CCCCCCCCCCCCC)N